5-((1S,3R)-2-(3-((tert-butyldiphenylsilyl)oxy)-2,2-difluoropropyl)-3-methyl-2,3,4,9-tetrahydro-1H-pyrido[3,4-b]indol-1-yl)-2-(((3S,4R)-4-fluoropyrrolidin-3-yl)oxy)thiazole [Si](C1=CC=CC=C1)(C1=CC=CC=C1)(C(C)(C)C)OCC(CN1[C@@H](C=2NC3=CC=CC=C3C2C[C@H]1C)C1=CN=C(S1)O[C@H]1CNC[C@H]1F)(F)F